spiro[cyclohexane-1,3'-indolin] N1CC2(C3=CC=CC=C13)CCCCC2